The molecule is an acyl-CoA(4-) arising from deprotonation of the phosphate and diphosphate functions of (8Z,11Z,14Z,17Z,20Z,23Z)-hexacosahexaenoyl-CoA. It is a polyunsaturated fatty acyl-CoA(4-), an (11Z)-Delta(11)-fatty acyl-CoA(4-) and a very long-chain acyl-CoA(4-). It is a conjugate base of an (8Z,11Z,14Z,17Z,20Z,23Z)-hexacosahexaenoyl-CoA. CC/C=C\\C/C=C\\C/C=C\\C/C=C\\C/C=C\\C/C=C\\CCCCCCC(=O)SCCNC(=O)CCNC(=O)[C@@H](C(C)(C)COP(=O)([O-])OP(=O)([O-])OC[C@@H]1[C@H]([C@H]([C@@H](O1)N2C=NC3=C(N=CN=C32)N)O)OP(=O)([O-])[O-])O